3-((2'-(1H-tetrazol-5-yl)-[1,1'-biphenyl]-4-yl)(azido)methyl)-2-butyl-1,3-diazaspiro[4.4]non-1-en-4-one N1N=NN=C1C1=C(C=CC=C1)C1=CC=C(C=C1)C(N1C(=NC2(C1=O)CCCC2)CCCC)N=[N+]=[N-]